(3-bromophenoxy)butanoic acid methyl ester COC(C(CC)OC1=CC(=CC=C1)Br)=O